COC1=CC=C(C=C1)N1C=2N(C(C=C1NC1=NC(=NC=C1)OC)=O)N=C(C2C2=CC=CC=C2)C2=CC=CC=C2 (4-methoxyphenyl)-5-((2-methoxypyrimidin-4-yl)amino)-2,3-diphenylpyrazolo[1,5-a]Pyrimidin-7(4H)-one